4-ethoxy-6-((S)-1-(5-(6-fluoro-2-methylpyridin-3-yl)-7-(2-((2S,4S)-4-hydroxy-2-methylpyrrolidin-1-yl)ethyl)-1-oxo-3,4-dihydroisoquinolin-2(1H)-yl)ethyl)nicotinonitrile C(C)OC1=CC(=NC=C1C#N)[C@H](C)N1C(C2=CC(=CC(=C2CC1)C=1C(=NC(=CC1)F)C)CCN1[C@H](C[C@@H](C1)O)C)=O